N-propyl-2-(3-(trifluoromethyl)-1H-pyrazol-4-yl)pyrido[3,4-d]pyrimidin-4-amine C(CC)NC=1C2=C(N=C(N1)C=1C(=NNC1)C(F)(F)F)C=NC=C2